C1(=CC=CC=C1)N=NC1=C(C(=O)OC)C=CC=C1 Methyl 2-phenylazobenzoate